FC=1C=C(C=CC1)C1(CCC(C=C1)=O)C 3'-fluoro-1-methyl-2,3-dihydro-[1,1'-biphenyl]-4(1H)-one